N-(7-chloro-3-(2-chloro-5-fluorophenyl)-1-oxo-2,3-dihydro-1H-benzo[e]isoindol-4-yl)-3-fluoro-5-(trifluoromethyl)benzamide ClC1=CC2=C(C=3C(NC(C3C(=C2)NC(C2=CC(=CC(=C2)C(F)(F)F)F)=O)C2=C(C=CC(=C2)F)Cl)=O)C=C1